ClC1=C(OC2=C(C=CC3=C2NC(=NS3(=O)=O)NCC3=NC=CC=C3F)F)C=CC=C1Cl 5-(2,3-dichlorophenoxy)-6-fluoro-3-(((3-fluoropyridin-2-yl)methyl)amino)-4H-benzo[e][1,2,4]thiadiazine 1,1-dioxide